(R)-2,2,2-trifluoro-1-(3-methyl-4-(trifluoromethyl)phenyl)ethan-1-amine FC([C@H](N)C1=CC(=C(C=C1)C(F)(F)F)C)(F)F